C(=O)(C=C)N1CCN(CC1)C1=C(C(=NC2=C(C(=C(C=C12)Cl)C1=CC=C(C2=C1N=C(S2)N)F)F)N)C#N 4-(4-Acrylpiperazin-1-yl)-2-amino-7-(2-amino-7-fluorobenzo[d]thiazol-4-yl)-6-chloro-8-fluoroquinoline-3-carbonitrile